C(C)C1=C(C=CC2=C1C(=C(O2)C(=O)O)C)S(N(CC)C2=C(C=C(C=C2)N(C)CC)CN(CC=2OC=CC2)C(C2=C(C=CC=C2)Cl)=O)(=O)=O Ethyl-5-(N-(2-((2-chloro-N-(furan-2-ylmethyl)benzoylamino)methyl)-4-(ethyl(methyl)amino)phenyl)-N-Ethylsulfamoyl)-3-methylbenzofuran-2-carboxylic acid